C(C)N1C=CC=CC1=O ethyl-6-oxo-1,6-dihydropyridin